3-(benzo[d][1,3]dioxol-5-yl)-N-(cyclohexylmethyl)propanamide O1COC2=C1C=CC(=C2)CCC(=O)NCC2CCCCC2